C(C1=CC=CC=C1)C1(CC(=NO1)CN(CC1=NC=CC2=CC=CC=C12)C(=O)OC(C)(C)C)C(=O)OC Methyl 5-benzyl-3-(((tert-butoxycarbonyl)(isoquinolin-1-ylmethyl)amino)methyl)-4,5-dihydroisoxazole-5-carboxylate